N-((4,4-difluorocyclohexyl)(7-fluoro-5-(2-methoxy-1-(2-oxo-4-(trifluoromethyl)imidazolidin-1-yl)ethyl)benzo[d]-oxazol-2-yl)methyl)-1-ethyl-4-fluoro-1H-pyrazole-5-carboxamide FC1(CCC(CC1)C(NC(=O)C1=C(C=NN1CC)F)C=1OC2=C(N1)C=C(C=C2F)C(COC)N2C(NC(C2)C(F)(F)F)=O)F